ClC1=C(C=CC=C1Cl)N1C2CN(C(C1)CC2)CC=2C=C1C(N(C(C1=CC2)=O)N2C(NC(CC2)=O)=O)=O 5-((5-(2,3-dichlorophenyl)-2,5-diazabicyclo[2.2.2]oct-2-yl)methyl)-2-(2,4-dioxotetrahydropyrimidin-1(2H)-yl)isoindoline-1,3-dione